N-(3''-fluoro-4''-((((1-hydroxycyclopropyl)methyl)amino)methyl)-5''-methoxy-2,2'-dimethyl-[1,1':3',1''-terphenyl]-3-yl)-3-methyl-2,4-dioxo-1,2,3,4-tetrahydropyrimidine-5-carboxamide FC=1C=C(C=C(C1CNCC1(CC1)O)OC)C=1C(=C(C=CC1)C1=C(C(=CC=C1)NC(=O)C=1C(N(C(NC1)=O)C)=O)C)C